N2-(1-cyano-1-methyl-ethyl)-N1-(2,4-dimethylphenyl)-3-iodo-phthalamide C(#N)C(C)(C)NC(C=1C(C(=O)NC2=C(C=C(C=C2)C)C)=CC=CC1I)=O